ClC1=C(C=CC=C1)C=1N=C2C=3C=C(C=NC3C=CN2C1C(C)C)C=1C=NN(C1)[C@@H]1CN(CC1)C(CO)=O (S)-1-(3-(4-(2-(2-Chlorophenyl)-3-isopropylimidazo[2,1-f][1,6]naphthyridin-9-yl)-1H-pyrazol-1-yl)pyrrolidin-1-yl)-2-hydroxyethan-1-one